BrC1=CC2=C(NC(=N2)C2=CC(=NN2CC2=CC=C(C=C2)OC)NC(=O)C=2C=NC(=CC2)N2CCC(CC2)O)C=C1 N-[5-(5-bromo-1H-benzimidazol-2-yl)-1-[(4-methoxyphenyl)methyl]pyrazol-3-yl]-6-(4-hydroxy-1-piperidyl)pyridine-3-carboxamide